N-(4'-aminophenyl)-p-phenylenediamine NC1=CC=C(C=C1)NC1=CC=C(C=C1)N